ClC=1C(=NC(=NC1)N1CCOCC1)NC1=CC2=C(N(C(N2CCC(C)(C)O)=O)C)C=C1 5-((5-chloro-2-morpholinopyrimidin-4-yl)amino)-3-(3-hydroxy-3-methylbutyl)-1-methyl-1,3-dihydro-2H-benzo[d]imidazol-2-one